(R)-4-((1-(hydroxymethyl)cyclobutyl)amino)-2-(1-phenyl-1,4,6,7-tetrahydro-5H-pyrazolo[4,3-c]pyridin-5-yl)-6,7-dihydrothieno[3,2-d]pyrimidine-5-oxide OCC1(CCC1)NC=1C2=C(N=C(N1)N1CC3=C(CC1)N(N=C3)C3=CC=CC=C3)CC[S@]2=O